ClC=1C=C(C=CC1OC1CC1)[C@H]([C@@H](CN1CCCC1)NC(=O)[C@H]1CN(CC1)C1=NC2=CC=C(C=C2C=C1)Cl)O (R)-N-((1R,2R)-1-(3-chloro-4-cyclopropoxyphenyl)-1-hydroxy-3-(pyrrolidin-1-yl)propan-2-yl)-1-(6-chloroquinolin-2-yl)pyrrolidine-3-carboxamide